C(C)(C)(C)OC(COC1=C(C(=CC=C1)N1C(NC(CC1)=O)=O)C)=O.C(C1=CC=CC=C1)NS(=O)(=O)F N-benzyl-fluorosulfonamide tert-butyl-2-(3-(2,4-dioxotetrahydropyrimidin-1(2H)-yl)-2-methylphenoxy)acetate